2-(5-(2-((2,3-dihydro-1H-inden-2-yl)amino)-7,8-dihydropyrido[4,3-d]pyrimidin-6(5H)-yl)-1,3,4-oxadiazol-2-yl)acetic acid ethyl ester C(C)OC(CC=1OC(=NN1)N1CC2=C(N=C(N=C2)NC2CC3=CC=CC=C3C2)CC1)=O